methyl 2-(4-cyano-2-methoxyphenoxy)-5-iodo-4-methylnicotinate C(#N)C1=CC(=C(OC2=C(C(=O)OC)C(=C(C=N2)I)C)C=C1)OC